OC1=C(C=2C(C3=C(C=CC=C3C(C2C=C1)=O)O)=O)OC 2,8-dihydroxyl-methoxyanthraquinone